NC1=NC(=C(C(=N1)N[C@@H](CC)C=1N(S(C2=C(C1)C=CC=C2F)(O)O)CC=2C=NC=CC2)C#N)C (S)-2-amino-4-((1-(8-fluoro-1,1-dihydroxy-2-(pyridin-3-ylmethyl)-2H-benzo[e][1,2]thiazin-3-yl)propyl)amino)-6-methylpyrimidine-5-carbonitrile